C(C1=CC=CC=C1)OC(=O)N[C@H](C(=O)O)CN1N=C2C=CC(=CC2=C1)OCC1=NC=2NCCCC2C=C1 (S)-2-(((benzyloxy)carbonyl)amino)-3-(5-((5,6,7,8-tetrahydro-1,8-naphthyridin-2-yl)methoxy)-2H-indazol-2-yl)propionic acid